(Z)-hept-2-enal C(\C=C/CCCC)=O